4-chloro-7-fluoro-2-isopropyl-2H-pyrazolo[4,3-c]pyridine ClC1=NC=C(C=2C1=CN(N2)C(C)C)F